C(C)C1=CC=2C3(C(N(C2C=C1)S(=O)(=O)C1=CC=C(C)C=C1)C(CO3)C(=O)OC(C)(C)C)C(F)(F)F tert-butyl 7-ethyl-4-p-toluenesulfonyl-8b-(trifluoromethyl)-3,3a,4,8b-tetrahydro-2H-furo[3,2-b]indole-3-carboxylate